C(#N)C1=C(C=C2C=CN(C2=C1)C[C@@H]1CC[C@H](CC1)C(=O)OC)F methyl trans-4-[(6-cyano-5-fluoro-indol-1-yl)methyl]cyclohexanecarboxylate